4-bromo-2-(prop-1-en-2-yl)pyridin-3-amine BrC1=C(C(=NC=C1)C(=C)C)N